3-amino-4-(ethylamino)-5-methoxybenzoic acid methyl ester COC(C1=CC(=C(C(=C1)OC)NCC)N)=O